1-naphthalenesulfonate sodium salt [Na+].C1(=CC=CC2=CC=CC=C12)S(=O)(=O)[O-]